N1CCCCCC=NCCC1 1,8-diaza-cycloundec-7-ene